FC1=C(N=CC2=C1N=C(N=C2NCC2(CCC2)NC)OCC21CCCN1CCC2)C2=CC=CC1=CC=CC(=C21)F 8-fluoro-7-(8-fluoronaphthalen-1-yl)-2-((hexahydro-1H-pyrrolizin-7a-yl)methoxy)-N-((1-(methylamino)cyclobutyl)methyl)pyrido[4,3-d]pyrimidin-4-amine